3-(4-(3-(2,2-Difluoro-3-(methylamino)propoxy)propyl)-3-methyl-2-oxo-2,3-dihydro-1H-benzo[d]imidazol-1-yl)piperidine-2,6-dione FC(COCCCC1=CC=CC=2N(C(N(C21)C)=O)C2C(NC(CC2)=O)=O)(CNC)F